P(=O)([O-])([O-])[O-].[Fe+2].[Li+].[Al+3].[Cu+2] copper-aluminum lithium iron phosphate